(3-fluoro-5-morpholinophenyl)((4-methoxy-3,5-dimethylpyridin-2-yl)methyl)carbamic acid tert-butyl ester C(C)(C)(C)OC(N(CC1=NC=C(C(=C1C)OC)C)C1=CC(=CC(=C1)N1CCOCC1)F)=O